C(#C)C1=CC=C(C=N1)CO (6-ethynyl-3-pyridinyl)methanol